N-benzyl-1-{4-[5-(2-phenylacetamido)-1,3,4-thiadiazol-2-yl]butyl}-1H-1,2,3-triazole-4-carboxamide C(C1=CC=CC=C1)NC(=O)C=1N=NN(C1)CCCCC=1SC(=NN1)NC(CC1=CC=CC=C1)=O